NCCC[Si](OC)(OC)C gamma-aminopropylmethyldimethoxysilane